C(CCCC)OC=1C=C2C=CC(=CC2=CC1)C1=NOC(=N1)[C@H]1N(CCC1)C(=O)OC(C)(C)C Tert-butyl (S)-2-(3-(6-(pentyloxy)naphthalen-2-yl)-1,2,4-oxadiazol-5-yl)pyrrolidine-1-carboxylate